C1(CC1)[C@@H](NC([C@@H]1N(C[C@H](C1)F)C(C1=CC(=CC=C1)S(N)(=O)=O)=O)=O)C1=C(C=C(C=C1)C(F)(F)F)F (4S)-N-((R)-cyclopropyl(2-fluoro-4-(trifluoromethyl)phenyl)methyl)-4-fluoro-1-(3-sulfamoylbenzoyl)-D-prolinamide